NC=1C=C(C=CC1)NC(=S)N 1-(3-aminophenyl)thiourea